ClC=1C(=C(C(=CC1)C(F)(F)F)C1=NC(=CC(N1)=O)C1=NC=C(C=C1)C#CC1CC1)F 2-[3-chloro-2-fluoro-6-(trifluoromethyl)phenyl]-6-[5-(cyclopropylethynyl)pyridin-2-yl]pyrimidin-4(3H)-one